(E)-1'-(cyclopentanecarbonyl)-6-(3-oxo-3-(4-(thiazol-2-ylmethyl)-5,6-dihydropyridin-1(2H)-yl)prop-1-en-1-yl)-1H-spiro[[1,8]naphthyridine-3,4'-piperidin]-2(4H)-one C1(CCCC1)C(=O)N1CCC2(CC1)C(NC1=NC=C(C=C1C2)\C=C\C(N2CC=C(CC2)CC=2SC=CN2)=O)=O